BrC1=C(C=C(C=C1)C(C)N1C[C@@H](N(C[C@H]1C)C(=O)OC(C)(C)C)C)F tert-butyl (2S,5R)-4-(1-(4-bromo-3-fluorophenyl) ethyl)-2,5-dimethylpiperazine-1-carboxylate